2-[(5-phenyl-1,3,4-oxadiazol-2-yl)sulfanyl]acetic acid C1(=CC=CC=C1)C1=NN=C(O1)SCC(=O)O